(S)-3-(1-((5-chloro-4-(5,5-dimethyl-5,6-dihydro-4H-pyrrolo[1,2-b]pyrazol-3-yl)pyridin-2-yl)amino)-1-oxopropan-2-yl)benzamide ClC=1C(=CC(=NC1)NC([C@@H](C)C=1C=C(C(=O)N)C=CC1)=O)C1=C2N(N=C1)CC(C2)(C)C